C[C@@H]1N(C[C@H](N(C1)C(CC(C(F)(F)F)C)=O)C)C(=O)OC(C)(C)C tert-Butyl (2S,5R)-2,5-dimethyl-4-(4,4,4-trifluoro-3-methylbutanoyl)piperazine-1-carboxylate